(R)-5-(2-(5-fluoro-2-methoxypyridin-3-yl)pyrrolidin-1-yl)-3H-imidazo[4,5-b]pyridine FC=1C=C(C(=NC1)OC)[C@@H]1N(CCC1)C1=CC=C2C(=N1)NC=N2